methyl 5-chlorocarbonylpyridine-2-carboxylate ClC(=O)C=1C=CC(=NC1)C(=O)OC